C(C)(C)(C)OC(=O)C1CC12NCC(CC2)N.C2(CC2)N2CCN(CC2)C2CC(C2)C(=O)N 3-(4-cyclopropylpiperazin-1-yl)cyclobutane-1-carboxamide tert-butyl-6-amino-4-Azaspiro[2.5]octane-carboxylate